methyl 2-[[(1R)-1-(3,6-dimethyl-4-oxo-2-phenyl-benzopyran-8-yl) ethyl] amino]-6-fluoro-benzoate CC1=C(OC2=C(C1=O)C=C(C=C2[C@@H](C)NC2=C(C(=O)OC)C(=CC=C2)F)C)C2=CC=CC=C2